Pentamethylcyclopentadienyl-(1-methyl-6,6-diethyl-1,5,6,7-tetrahydro-s-indacenyl)hafnium CC1=C(C(=C(C1([Hf]C1(C=CC2=CC=3CC(CC3C=C12)(CC)CC)C)C)C)C)C